8-([1,1':3',1''-terphenyl]-5'-yl)dibenzo[b,d]thiophen C1(=CC=CC=C1)C1=CC(=CC(=C1)C=1C=CC2=C(C3=C(S2)C=CC=C3)C1)C1=CC=CC=C1